(2S,3R,4S,5R,6R)-6-(Hydroxymethyl)tetrahydro-2H-pyran-2,3,4,5-tetraol OC[C@@H]1[C@@H]([C@@H]([C@H]([C@H](O1)O)O)O)O